1-((5-(4-iodophenyl)isoxazol-3-yl)methyl)-1H-1,2,4-triazole-5-carbonitrile IC1=CC=C(C=C1)C1=CC(=NO1)CN1N=CN=C1C#N